C(C)(C)(C)OC(NC=1C=CC=2N(C1)N=C(C2)C2=CC=CC=C2)=O (2-Phenylpyrazolo[1,5-a]pyridin-6-yl)carbamic acid tert-butyl ester